(R)-N-(3-((4-(4-aminopyrimidin-2-yl)-1,3-dimethyl-1H-pyrazol-5-yl)oxy)butyl)-6'-chloro-5-(methylsulfonyl)-[2,3'-bipyridin]-4'-amine NC1=NC(=NC=C1)C=1C(=NN(C1O[C@@H](CCNC1=C(C=NC(=C1)Cl)C1=NC=C(C=C1)S(=O)(=O)C)C)C)C